4-(2-(2-methoxymethyloxy-5-methyl-phenyl)-2-hydroxy-phenethyl)-pyridine COCOC1=C(C=C(C=C1)C)C1(C(CCC2=CC=NC=C2)C=CC=C1)O